C1(=C(C=CC=C1)N(C1=CC=C(C=C1)C1=CC2=C(S1)C(C=1SC(=CC1P2(C2=CC=CC=C2)=O)C2=CC=C(C=C2)N(C2=C(C=CC=C2)C)C2=C(C=CC=C2)C)(O)C2=C(C=CC=C2OC)OC)C2=C(C=CC=C2)C)C 2,6-bis{4-[di-o-tolylamino]phenyl}-8-{2,6-dimethoxyphenyl}-8-hydroxy-4-phenyl-8H-phosphinino{3,2-b:5,6-b'}dithiophene P-oxide